COC1=C(C=C(C=C1C)C(C)NC(=O)C1=C(OC=2N=CN=C(C21)NC2(CC2)C)C)C N-[1-(4-methoxy-3,5-dimethylphenyl)ethyl]-6-methyl-4-[(1-methylcyclopropyl)amino]furo[2,3-d]pyrimidine-5-carboxamide